FC=1C(=NNC1)OC 4-fluoro-3-methoxy-1H-pyrazole